FC(C(C)OC=1C=NN(C1)C1CN(C1)C=O)(F)F (3-(4-((1,1,1-trifluoropropan-2-yl)oxy)-1H-pyrazol-1-yl)azetidin-1-yl)methanone